3-(4-iodophenyl)-3-methyloxetane IC1=CC=C(C=C1)C1(COC1)C